4-((1R,5S)-3,8-Diazabicyclo[3.2.1]octan-3-yl)-7-(8-ethyl-7-fluoro-3-hydroxynaphthalen-1-yl)-2-((1-(morpholinomethyl)cyclopropyl)methoxy)-6,7-dihydropyrido[3,4-d]pyrimidin-8(5H)-one [C@H]12CN(C[C@H](CC1)N2)C=2C1=C(N=C(N2)OCC2(CC2)CN2CCOCC2)C(N(CC1)C1=CC(=CC2=CC=C(C(=C12)CC)F)O)=O